[BiH3]=S λ5-bismuthanethione